methyl-4-phenylpyrrolidine-3-carboxamide dihydrochloride Cl.Cl.CN1CC(C(C1)C1=CC=CC=C1)C(=O)N